CC=1N=C(N(C1C)COCC[Si](C)(C)C)C=1N=CN2C1C=CC(=C2)C=2C(=C(C=CC2F)NS(=O)(=O)C=2C(=NC=C(C2)F)C)F N-(3-(1-(4,5-dimethyl-1-((2-(trimethylsilyl)ethoxy)methyl)-1H-imidazol-2-yl)imidazo[1,5-a]pyridin-6-yl)-2,4-difluorophenyl)-5-fluoro-2-methylpyridine-3-sulfonamide